N=1C=C(N2C1C=CC=C2)C=2C=C1C(=CN=CC1=CC2)OC=2C=C(C=CC2)O 3-((6-(imidazo[1,2-a]pyridin-3-yl)isoquinolin-4-yl)oxy)phenol